(6-methoxypyridin-2-yl)methanamine COC1=CC=CC(=N1)CN